ClC1=NC=2N(C(=C1)NCC1=CC(=C(C=C1)C1=NC=CC=C1)C)N=CC2C(C)C 5-chloro-3-isopropyl-N-(3-methyl-4-(pyridin-2-yl)benzyl)pyrazolo[1,5-a]pyrimidin-7-amine